CC1CN(CC(C1)C)S(=O)(=O)C1=CC=2C(C3=CC(=CC=C3N(C2C=C1)C)S(=O)(=O)N1CC(CC(C1)C)C)=O 2,7-bis(3,5-dimethylpiperidin-1-ylsulfonyl)-10-methylacridin-9(10H)-one